ClC=1C(=C(NC2=NC=NC3=CC=C(C=C23)C2(CNC2)CCO)C=CC1Cl)F 2-[3-[4-(3,4-dichloro-2-fluoro-anilino)quinazolin-6-yl]azetidin-3-yl]ethanol